N-methylbicyclo[4.2.0]octa-1,3,5-trien-3-amine CNC=1C=C2CCC2=CC1